N(=[N+]=[N-])CCOCCOCCOCCOCCOCCN(C1=NC(=NC(=C1)C)NC1=CC=C(C=C1)NC(CC1=CC=CC=C1)=O)C N-(4-((4-((17-azido-3,6,9,12,15-pentaoxaheptadecyl)(methyl)amino)-6-methylpyrimidin-2-yl)amino)phenyl)-2-phenylacetamide